4,4'-dinitrobibenzyl [N+](=O)([O-])C1=CC=C(C=C1)CCC1=CC=C(C=C1)[N+](=O)[O-]